6-methyl-7-oxopyrrolo[2,3-c]pyridine-2-carboxylic acid CN1C(C=2C(=CC1)C=C(N2)C(=O)O)=O